COC(=O)C=1C=C(C(=O)O)C=CN1 2-(methoxycarbonyl)isonicotinic acid